ClC1=CC=C2C(=NC=3N(C2=C1)C=NN3)N(C=3C=C(C=CC3)C#C[C@@](CF)(O)C)C (S)-4-(3-((8-chloro-[1,2,4]triazolo[4,3-a]quinazolin-5-yl)(methyl)amino)phenyl)-1-fluoro-2-methylbut-3-yn-2-ol